4-[1H-pyrrolo[2,3-b]pyridin-3-yl]piperidine hydrochloride Cl.N1C=C(C=2C1=NC=CC2)C2CCNCC2